dimethyl 2-bromomethyl-6-methyl-4-(2-bromophenyl)-1,4-dihydropyridine-3,5-dicarboxylate BrCC=1NC(=C(C(C1C(=O)OC)C1=C(C=CC=C1)Br)C(=O)OC)C